[Ge].[Au] Gold-germanium